FC1=CC=C(C(=N1)C)OC1=C(C(=O)NC=2C=C(C=CC2)[S@](=O)(C)=NC(=O)[C@H]2N(CCC2)C(=O)OC(C)(C)C)C=CC(=C1)C(F)(F)F tert-butyl (S)-2-(((R)-(3-(2-((6-fluoro-2-methylpyridin-3-yl)oxy)-4-(trifluoromethyl)benzamido)phenyl)(methyl)(oxo)-λ6-sulfaneylidene)carbamoyl)pyrrolidine-1-carboxylate